N[C@@]1(C([C@@H](CC1)NC=1C=2N(N=CC1C(=NC1=C(C=C(C=C1)O[Si](C)(C)C(C)(C)C)CC(F)(F)F)N)C=C(C2)Br)(C)C)C 4-[[(1R,3S)-3-amino-2,2,3-trimethyl-cyclopentyl]amino]-6-bromo-N'-[4-[tert-butyl-(dimethyl)silyl]oxy-2-(2,2,2-trifluoroethyl)phenyl]pyrrolo[1,2-b]pyridazine-3-carboxamidine